N1-(5-nonylbenzo[d]oxazol-2-yl)ethane-1,2-diamine hydrochloride Cl.C(CCCCCCCC)C=1C=CC2=C(N=C(O2)NCCN)C1